8-quinolineethylamine N1=CC=CC2=CC=CC(=C12)CCN